NC1=C2N=CN(C2=NC=N1)C[C@@H](C)OCP(OCCCSCCCCCCCCCCCOC1=CC=CC=C1)(O)=O 3-((11-phenoxyundecyl)thio)propyl hydrogen ((((R)-1-(6-amino-9H-purin-9-yl)propan-2-yl)oxy)methyl)phosphonate